BrC=1C=NN2C1C=C(C=C2)C(=O)N(C)C2=CC(=C(C=C2)C#N)C 3-bromo-N-(4-cyano-3-methyl-phenyl)-N-methyl-pyrazolo[1,5-a]pyridine-5-carboxamide